C(CCC)[Sn](C1=C(N=C(S1)C1CC1)C(F)F)(CCCC)CCCC tributyl-[2-cyclopropyl-4-(difluoromethyl)thiazol-5-yl]stannane